4-(cyclopropyl(hydroxy)methyl)-7-(diethylamino)-2H-chromen-2-on C1(CC1)C(C1=CC(OC2=CC(=CC=C12)N(CC)CC)=O)O